N-tert-butyl-5-(isobutoxymethyl)-2-(4,4,5,5-tetramethyl-1,3,2-dioxaborolan-2-yl)benzenesulfonamide C(C)(C)(C)NS(=O)(=O)C1=C(C=CC(=C1)COCC(C)C)B1OC(C(O1)(C)C)(C)C